((3aR,4R,7S,7aR)-2,2-dimethyl-7-((6-(trifluoromethyl)pyrazin-2-yl)amino)tetrahydro-4H-[1,3]dioxolo[4,5-c]pyran-4-yl)methanol CC1(O[C@H]2[C@H]([C@H](OC[C@@H]2NC2=NC(=CN=C2)C(F)(F)F)CO)O1)C